ethyl 3,5-difluoro-1H-indole-2-carboxylate FC1=C(NC2=CC=C(C=C12)F)C(=O)OCC